NC1=NC(=C(C=2N1C(N(N2)CC2=NOC(=C2)C)=O)C2=CC(=NC(=C2)C)CO)C2=CC=CC=C2 5-amino-8-[2-(hydroxymethyl)-6-methyl-4-pyridinyl]-2-[(5-methylisoxazol-3-yl)methyl]-7-phenyl-[1,2,4]triazolo[4,3-c]pyrimidin-3-one